C1(CC1)[C@H]1CN(C[C@H](N1)C)C1=CC=C2C(=N1)OCC=1C=C(C=CC12)C=1C=C(N=NC1)OC 5-{3-[(3S,5R)-3-cyclopropyl-5-methylpiperazin-1-yl]-6H-isochromeno[3,4-b]pyridin-8-yl}-3-methoxypyridazine